C(C1=CC=CC=C1)(=O)C(C(C(=O)O)(O)C(C1=CC=CC=C1)=O)(O)C(=O)O (2S,3S)-dibenzoyl-tartaric acid